4-[4-[6-(cyclopropylmethoxy)-5-methoxy-2-pyridyl]-2,6-difluoro-N-methyl-anilino]butanoic acid C1(CC1)COC1=C(C=CC(=N1)C1=CC(=C(N(C)CCCC(=O)O)C(=C1)F)F)OC